6-azido-2-cyclopropyl-4-methyl-7,8-dihydro-4H-pyrazolo[1,5-a][1,3]diazepin-5(6H)-one N(=[N+]=[N-])C1C(N(C=2N(CC1)N=C(C2)C2CC2)C)=O